COC1=CC=C(C=N1)C1=C(C=C(C=C1)C1=NNC(O[C@H]1C)=O)C(F)(F)F (6S)-5-[4-(6-methoxypyridin-3-yl)-3-(trifluoromethyl)phenyl]-6-methyl-3,6-dihydro-2H-1,3,4-oxadiazin-2-one